N1C=C(C2=CC=CC=C12)C[C@H](CCCC)N (S)-1-(1H-indol-3-yl)hexan-2-amine